4-(morpholine-4-carbonyl)thiazol N1(CCOCC1)C(=O)C=1N=CSC1